1-methyl-7-(1-phenylcyclopropyl)-4H,6H-benzo[e][1,2,4]triazolo[3,4-c][1,4]oxazepine CC1=NN=C2COCC3=C(N21)C=CC=C3C3(CC3)C3=CC=CC=C3